3-(5-(1,3,4-oxadiazol-2-yl)pyridin-3-yl)-5-methoxyphenyl cycloheptylcarbamate C1(CCCCCC1)NC(OC1=CC(=CC(=C1)OC)C=1C=NC=C(C1)C=1OC=NN1)=O